(R)-N-(2,3-dihydro-1H-inden-1-yl)-2-ethynyl-thiazole-4-carboxamide [C@H]1(CCC2=CC=CC=C12)NC(=O)C=1N=C(SC1)C#C